sodium bicarbonate dipotassium hydrogen phosphate P(=O)(O)([O-])[O-].[K+].[K+].C([O-])(O)=O.[Na+]